N[C@H](C(=O)O)C1CCC1 (2S)-2-amino-2-cyclobutyl-acetic acid